NC1=NN2C(N=CC=C2)=C1C(=O)N[C@H](C)C=1N(C(C=2C(=CC=C3C2C1C(N3)=O)C#C)=O)C3=CC=CC=C3 (R)-2-amino-N-(1-(6-ethynyl-2,5-dioxo-4-phenyl-1,2,4,5-tetrahydropyrrolo[4,3,2-de]isoquinolin-3-yl)ethyl)pyrazolo[1,5-a]pyrimidine-3-carboxamide